N-[3-chloro-4-[4-[2-[(3S)-pyrrolidin-3-yl]acetyl]piperazine-1-carbonyl]phenyl]-1-methyl-5-[3-(trifluoromethyl)-1H-indazol-5-yl]imidazole-2-carboxamide ClC=1C=C(C=CC1C(=O)N1CCN(CC1)C(C[C@H]1CNCC1)=O)NC(=O)C=1N(C(=CN1)C=1C=C2C(=NNC2=CC1)C(F)(F)F)C